1-benzyl 2-methyl (2S,3R)-5-(((tert-butoxycarbonyl)amino)methyl)-3-(3-(4,4,5,5-tetramethyl-1,3,2-dioxaborolan-2-yl)propyl)pyrrolidine-1,2-dicarboxylate C(C)(C)(C)OC(=O)NCC1C[C@H]([C@H](N1C(=O)OCC1=CC=CC=C1)C(=O)OC)CCCB1OC(C(O1)(C)C)(C)C